bis((7-(4-(4-(benzo[b]thiophen-4-yl)piperazin-1-yl)butoxy)quinolin-2-yloxy)methyl) dodecanedioate C(CCCCCCCCCCC(=O)OCOC1=NC2=CC(=CC=C2C=C1)OCCCCN1CCN(CC1)C1=CC=CC=2SC=CC21)(=O)OCOC2=NC1=CC(=CC=C1C=C2)OCCCCN2CCN(CC2)C2=CC=CC=1SC=CC12